C[C@H]1CN(C[C@@H](C1)C)C1=NC=C(C=C1)[N+](=O)[O-] 2-((3R,5R)-3,5-dimethylpiperidin-1-yl)-5-nitropyridine